4-(5-(4-(1-ethylpiperidin-4-yl)piperazin-1-yl)-3-methyl-1H-indol-2-yl)-1H-pyrrolo[2,3-b]pyridine C(C)N1CCC(CC1)N1CCN(CC1)C=1C=C2C(=C(NC2=CC1)C1=C2C(=NC=C1)NC=C2)C